COC([C@@H](N(C(N([C@@H]1CN(CC1)C(=O)[C@@H]1N(CC1)C(C1=CC=CC=C1)(C1=CC=CC=C1)C1=CC=CC=C1)C)=O)C)C(C)C)=O N-methyl-N-(methyl-((S)-1-((R)-1-tritylazetidine-2-carbonyl)pyrrolidin-3-yl)carbamoyl)-L-valine methyl ester